ClCCN(C1=CC=CC=C1)CCCl bis-chloroethyl-aniline